ClC=1C=C(CCN[C@@H]2C[C@H](C2)OC2=CC=C(C=C2)N(S(=O)(=O)C)C)C=CC1 trans-N-(4-(3-((3-chlorophenethyl)amino)cyclobutoxy)phenyl)-N-methylmethanesulfonamide